C(C)(C)(C)OC(=O)N1CC=2N(CC1)C(=NC2)C=O 3-formyl-5,6-dihydroimidazo[1,5-a]pyrazine-7(8H)-carboxylic acid tert-butyl ester